NC1=C(C=C(C=N1)C=1C=C2N(N1)CCC21CN(CC1)C(=O)NC1CCC1)O[C@@H](C)C=1C=NC=CC1 2'-{6-amino-5-[(1S)-1-(pyridin-3-yl)ethoxy]pyridin-3-yl}-N-cyclobutyl-5',6'-dihydrospiro[pyrrolidine-3,4'-pyrrolo[1,2-b]pyrazole]-1-carboxamide